((S)-2-((1R,2S,5S)-2-(((S)-1-amino-1-oxo-3-((S)-2-oxopyrrolidin-3-yl) propan-2-yl) carbamoyl)-6,6-dimethyl-3-azabicyclo[3.1.0]hex-3-yl)-1-(1-methylcyclopentyl)-2-oxoethyl) carbamate C(N)(O[C@H](C(=O)N1[C@@H]([C@H]2C([C@H]2C1)(C)C)C(N[C@H](C(=O)N)C[C@H]1C(NCC1)=O)=O)C1(CCCC1)C)=O